BrC(S(=O)(=O)[O-])(Br)Br Tribromomethansulfonat